ClC=1C=C(C=CC1C)N1N=CC(=C1)CC(=O)OC(C)(C)C Tert-butyl 2-[1-(3-chloro-4-methylphenyl)pyrazol-4-yl]acetate